C(CCCCCCCCCCCCCCCCCCC)NCCCCCCCCCCCCCCCCCCCC di-(n-eicosyl)amine